OC=1C=C(C=C(C1CC)O)C=CC1=CC=CC=C1 3,5-dihydroxyl-4-ethylstilbene